5-chloro-N-(piperidin-4-yl)pyrimidin-2-amine 2,2,2-trifluoroacetate FC(C(=O)O)(F)F.ClC=1C=NC(=NC1)NC1CCNCC1